3-[(2-chlorophenyl)methyl]-4-[(4-fluorophenyl)methyl]-4,5-dihydro-1,2,4-oxadiazol-5-one ClC1=C(C=CC=C1)CC1=NOC(N1CC1=CC=C(C=C1)F)=O